(methoxycarbonyl)cyclopropane-1-carboxylic acid COC(=O)C1(CC1)C(=O)O